C(C(=C)C)(=O)O.C(C(=C)C)(=O)O.NC(=O)OCC mono-urethane dimethacrylate